C(C)OC(=O)C=1C(=C(N2C=CC(=C2C1)C1=NC=NN1C)C(C)=O)C 5-acetyl-6-methyl-1-(1-methyl-1H-1,2,4-triazole-5-yl)indolizine-7-carboxylic acid ethyl ester